C(C)(C)(C)OC(=O)NCCCN(CCCCCCCC(=O)OCCC(CCCCC)CCCCC)CCCCCCCC(OC(CCCCC)CCCCC)=O 3-Pentyloctyl 8-((3-((tert-butoxycarbonyl)amino)propyl)(8-oxo-8-(undecan-6-yloxy)octyl)amino)octanoate